tert-Butyl 4-[(1R)-1-[4-[(1S)-1-aminoethyl]phenyl]propyl]piperazine-1-carboxylate N[C@@H](C)C1=CC=C(C=C1)[C@@H](CC)N1CCN(CC1)C(=O)OC(C)(C)C